C(C=C)(=O)N1C[C@H]2CN3N=CC4=C(C(=CC(=C34)C(N2CC1)=O)F)C1=CC=C(C=2SC(=C(C21)C#N)N)F 4-((11aS)-10-Acryloyl-4-fluoro-6-oxo-8,9,10,11,11a,12-hexahydro-6H-pyrazino[2',1':3,4][1,4]diazepino[6,7,1-hi]indazol-3-yl)-2-amino-7-fluorobenzo[b]thiophene-3-carbonitrile